5-Methoxy-2'-(5-methyl-1H-imidazol-2-yl)-3,4'-bipyridin COC=1C=C(C=NC1)C1=CC(=NC=C1)C=1NC(=CN1)C